3-(3-ethyl-5-((3S,4S)-3-hydroxypiperidin-4-yl)-2-oxo-2,3-dihydro-1H-benzo[d]imidazol-1-yl)piperidine-2,6-dione C(C)N1C(N(C2=C1C=C(C=C2)[C@H]2[C@@H](CNCC2)O)C2C(NC(CC2)=O)=O)=O